(2S)-2-(benzyloxy)propionohydrazide C(C1=CC=CC=C1)O[C@H](C(=O)NN)C